2-ethyl-1,3-dimethyl-2-phenylbenzimidazole C(C)C1(N(C2=C(N1C)C=CC=C2)C)C2=CC=CC=C2